Cl.N1(CCCCCC1)C1=C(C(=O)O)C=CC(=C1)NC(=O)C1CC1 2-(azepan-1-yl)-4-cyclopropanecarboxamidobenzoic acid hydrochloride